N[C@@H](C(=O)O)CNC(=O)C1=CC2=NC=CC(=C2S1)CC (R)-2-amino-3-[(7-ethylthieno[3,2-b]pyridine-2-carbonyl)amino]propanoic acid